ClC1=C(C=CC(=C1)Cl)/C=C/C(=O)N[C@H](C(=O)N[C@H](CO)C[C@H]1C(NCC1)=O)CC(C)(C)C (S)-2-((E)-3-(2,4-dichlorophenyl)acrylamido)-N-((S)-1-hydroxy-3-((S)-2-oxopyrrolidin-3-yl)propan-2-yl)-4,4-dimethylvaleramide